COC(=O)C=1C=C2N=C(C(=NC2=CC1)N)Cl 2-Amino-3-chloroquinoxaline-6-carboxylic acid methyl ester